C1(CC1)N1CC2N(C(CC1=O)C2)C(=O)OC(C)(C)C tert-butyl 3-cyclopropyl-4-oxo-3,7-diazabicyclo[4.1.1]octane-7-carboxylate